(R,Z)-N-(4-((4-([1,2,4]triazolo[1,5-a]pyridin-7-yloxy)-2-methoxy-5-methylphenyl)amino)-7-methoxyquinazolin-6-yl)-2-fluoro-3-(pyrrolidin-2-yl)acrylamide N=1C=NN2C1C=C(C=C2)OC2=CC(=C(C=C2C)NC2=NC=NC1=CC(=C(C=C21)NC(/C(=C/[C@@H]2NCCC2)/F)=O)OC)OC